N4-[6-(3-chloro-4-methyl-phenoxy)-3-pyridyl]pyridine-3,4-diamine ClC=1C=C(OC2=CC=C(C=N2)NC2=C(C=NC=C2)N)C=CC1C